3-(6-fluoro-5-(4-(hydroxymethyl)piperidin-1-yl)-1-oxoisoindolin-2-yl)piperidine-2,6-dione FC1=C(C=C2CN(C(C2=C1)=O)C1C(NC(CC1)=O)=O)N1CCC(CC1)CO